O=C(NCCOCCOCCOCCOCC=1N=NN(C1)CC1=CC=C(C=C1)/C=C/S(=O)(=O)F)CCCCC1SC[C@@H]2NC(N[C@@H]21)=O (E)-2-(4-((4-(15-oxo-19-((3aS,6aR)-2-oxohexahydro-1H-thieno[3,4-d]imidazol-4-yl)-2,5,8,11-tetraoxa-14-azanonadecyl)-1H-1,2,3-triazol-1-yl)methyl)phenyl)ethene-1-sulfonyl fluoride